4-(cyclohexylamino)-N-(2-(dimethylamino)ethyl)-3-nitrobenzenesulfonamide C1(CCCCC1)NC1=C(C=C(C=C1)S(=O)(=O)NCCN(C)C)[N+](=O)[O-]